O(C1=CC=CC=C1)C=1C=C(C=CC1)[I+]C1=CC(=CC=C1)OC1=CC=CC=C1 di(3-phenoxyphenyl)iodonium